4,4-dimethyl-pyrrolidine-1-carboxylate CC1(CCN(C1)C(=O)[O-])C